4,5-Dimethyl-7,8-dihydro-6H-2,3a,7-triaza-as-indacene hydrochloride Cl.CC=1N2C=NC=C2C=2CNCC2C1C